C(\C=C\C(=O)O)(=O)O.O=C1NC(CCC1N1C(C2=CC=CC=C2C1=O)=O)=O 2-(2,6-dioxo-3-piperidinyl)isoindoline-1,3-dione fumarate